1-((2R,5R)-4-((R)-6-chloro-7-(1,6-dimethyl-1H-indazol-7-yl)-2-(3-(dimethylamino)azetidin-1-yl)-8-fluoroquinazolin-4-yl)-2,5-dimethylpiperazin-1-yl)prop-2-en-1-one ClC=1C=C2C(=NC(=NC2=C(C1C=1C(=CC=C2C=NN(C12)C)C)F)N1CC(C1)N(C)C)N1C[C@H](N(C[C@H]1C)C(C=C)=O)C